4-(6-(4-(2-(2-aminopyridin-3-yl)-5-phenyl-3H-imidazo[4,5-b]pyridin-3-yl)benzyl)-2,6-diazaspiro[3.4]octan-2-yl)-2-hydroxybenzaldehyde NC1=NC=CC=C1C1=NC=2C(=NC(=CC2)C2=CC=CC=C2)N1C1=CC=C(CN2CC3(CN(C3)C3=CC(=C(C=O)C=C3)O)CC2)C=C1